C1(=CC=CC=C1)C1=NC2=CC(=CC=C2C(N1)=O)C(F)(F)F 2-phenyl-7-(trifluoromethyl)quinazolin-4(3H)-one